3-((4,4-bis(octyloxy)butanoyl)oxy)-2-((((1-ethylpiperidin-4-yl)carbamoyl)oxy)methyl)propyl (9Z,12Z)-octadeca-9,12-dienoate C(CCCCCCC\C=C/C\C=C/CCCCC)(=O)OCC(COC(CCC(OCCCCCCCC)OCCCCCCCC)=O)COC(NC1CCN(CC1)CC)=O